(R)-4-methoxy-alpha-methylphenethylamine COC1=CC=C(C[C@@H](C)N)C=C1